OCCCN1C2=CC=CC=3C=C(N(CC1)C32)C3=NC2=C(N3OC)C(=CC(=C2)C=O)OC [2-[9-(3-hydroxypropyl)-1,9-diazatricyclo[6.3.1.04,12]dodeca-2,4(12),5,7-tetraen-2-yl]-1,7-dimethoxy-benzoimidazol-5-yl]methanone